CC(C)C (R)-2-methylpropane